5-(3-chloroimidazo[1,2-b]pyridazin-6-yl)-N-(3,3,3-trifluoropropyl)-7H-pyrrolo[2,3-d]pyrimidin-2-amine ClC1=CN=C2N1N=C(C=C2)C2=CNC=1N=C(N=CC12)NCCC(F)(F)F